4-CYANO-1H-PYRROLE-2-CARBOXYLIC ACID C(#N)C=1C=C(NC1)C(=O)O